N[C@]1([C@H](C1)CC(=O)N)C1=C(C=CC(=C1)F)OC 2-((1R,2R)-2-amino-2-(5-fluoro-2-methoxyphenyl)cyclopropyl)-acetamide